C1(CC1)CS(=O)(=O)C1=NC=2N(C(N(C(C2N1C)=O)C)=O)CC1=NC=CC=C1 8-((cyclopropylmethyl)sulfonyl)-1,7-dimethyl-3-(pyridin-2-ylmethyl)-1H-purine-2,6(3H,7H)-dione